COC1=NC=C(C=C1C(=O)N)NC(C(=O)N1[C@H](CC[C@@H](C1)C)C1=CC=CC=C1)=O 2-methoxy-5-[[2-[(2R,5S)-5-methyl-2-phenyl-1-piperidyl]-2-oxo-acetyl]amino]pyridine-3-carboxamide